spiro[4.5]decane-8,10-diyl diacetate C(C)(=O)OC1CCC2(CCCC2)C(C1)OC(C)=O